(3R)-N-(3-{[3-(4-bromophenyl)-4-oxoquinazolin-6-yl]oxy}-2-cyano-4-fluorophenyl)-3-fluoropyrrolidine-1-sulfonamide BrC1=CC=C(C=C1)N1C=NC2=CC=C(C=C2C1=O)OC=1C(=C(C=CC1F)NS(=O)(=O)N1C[C@@H](CC1)F)C#N